3-[6-[4-(3,9-diazaspiro[5.5]undec-3-ylmethyl)-1-piperidinyl]-1-methyl-indazol-3-yl]piperidine-2,6-dione C1CN(CCC12CCNCC2)CC2CCN(CC2)C2=CC=C1C(=NN(C1=C2)C)C2C(NC(CC2)=O)=O